4-(2-(2-(6-(3-(1-(3-(1-methyl-4-(5-(pyridin-4-yl)-4H-1,2,4-triazol-3-yl)piperidin-4-ylamino)benzamido)ethyl)phenoxy)hexyloxy)ethoxy)ethoxy)butanoic acid CN1CCC(CC1)(C1=NN=C(N1)C1=CC=NC=C1)NC=1C=C(C(=O)NC(C)C=2C=C(OCCCCCCOCCOCCOCCCC(=O)O)C=CC2)C=CC1